C(C)(=O)[O-].[Ga+3].C(C)(=O)[O-].C(C)(=O)[O-] Gallium (III) Acetate